COC(C(=C)C1=CC=C(C=C1)OC1=CC=C(C=C1)C=O)=O 2-(4-(4-formylphenoxy)phenyl)acrylic acid methyl ester